ClC=1C(=NC(=NC1)NC1CCOCC1)C1=CC=C2CN(C(C2=C1)=O)[C@@H](C(=O)N[C@H](CO)C1=C(C=CC(=C1)F)F)C (2R)-2-(6-{5-chloro-2-[(oxan-4-yl)amino]pyrimidin-4-yl}-1-oxo-2,3-dihydro-1H-isoindol-2-yl)-N-[(1S)-1-(2,5-difluorophenyl)-2-hydroxyethyl]propanamide